(S)-1'-methyl-5-(5-methyl-3,4,5,6-tetrahydropyridin-2-yl)-3H-spiro[benzofuran-2,4'-piperidin]-3-one CN1CCC2(CC1)OC1=C(C2=O)C=C(C=C1)C1=NC[C@H](CC1)C